C(N)(=O)C1=CC(=C(C(=C1)[N+](=O)[O-])NC/C=C/CNC(OC(C)(C)C)=O)OCC1=CC=C(C=C1)OC Tert-butyl (E)-(4-((4-carbamoyl-2-((4-methoxybenzyl)oxy)-6-nitrophenyl)amino) but-2-en-1-yl)carbamate